OC1CC2(CN(C2)C(=O)O)C1 6-hydroxy-2-azaspiro[3.3]heptane-2-carboxylic acid